6-chloro-1-(4-methoxybenzyl)-quinolin-2-one ClC=1C=C2C=CC(N(C2=CC1)CC1=CC=C(C=C1)OC)=O